2-(benzo[d]thiazole-2-yl)acetonitrile S1C(=NC2=C1C=CC=C2)CC#N